1-Hydroxytetraphenylcyclopentadienyl-(tetraphenyl-2,4-cyclopentadien-1-one) OC1(C(=C(C(=C1C1=CC=CC=C1)C1=CC=CC=C1)C1=CC=CC=C1)C1=CC=CC=C1)C1=C(C=CC=C1)C=1C(C(=C(C1C1=CC=CC=C1)C1=CC=CC=C1)C1=CC=CC=C1)=O